3-{3-ethyl-4-[(7-oxo-7,8-dihydro-4-pteridinyl)oxy]phenyl}-1-[5-(trifluoromethyl)-3-pyridinyl]-2,4-imidazolidinedione C(C)C=1C=C(C=CC1OC1=NC=NC=2NC(C=NC12)=O)N1C(N(CC1=O)C=1C=NC=C(C1)C(F)(F)F)=O